tert-butyl (4-methoxybenzyl)(thiazol-2-yl)carbamate COC1=CC=C(CN(C(OC(C)(C)C)=O)C=2SC=CN2)C=C1